P(=O)(OC1(CSC1)[C@H]1O[C@H](C[C@@H]1O)N1C(NC(C(=C1)F)=O)=O)(O)O 3-((2S,3S,5R)-5-(5-fluoro-2,4-dioxo-3,4-dihydropyrimidin-1(2H)-yl)-3-hydroxytetrahydrofuran-2-yl)thietan-3-yl dihydrogen phosphate